2-amino-N-(1-(6-(benzylsulfanyl)-3,5-dicyano-4-ethylpyridin-2-yl)piperidin-4-yl)acetamide, trifluoroacetic acid salt FC(C(=O)O)(F)F.NCC(=O)NC1CCN(CC1)C1=NC(=C(C(=C1C#N)CC)C#N)SCC1=CC=CC=C1